tert-butyl (3R,4S)-4-((4-(3-(2,6-dioxopiperidin-3-yl)-1-methyl-1H-indazol-7-yl)piperazin-1-yl)methyl)-3-methylpiperidine-1-carboxylate O=C1NC(CCC1C1=NN(C2=C(C=CC=C12)N1CCN(CC1)C[C@@H]1[C@H](CN(CC1)C(=O)OC(C)(C)C)C)C)=O